FC1=C(C(=CC(=C1)C=1C(=NC=CC1)OC(C)C)F)N(CCCC(=O)O)C 4-{[2,6-difluoro-4-(2-isopropoxy-pyridin-3-yl)-phenyl]-methyl-amino}-butyric acid